N-(Cyclopropylmethyl)-6-(4-{1-[(4-fluorophenyl)methyl]piperidin-4-yl}-1,4-diazepan-1-yl)pyridine-2-carboxamide C1(CC1)CNC(=O)C1=NC(=CC=C1)N1CCN(CCC1)C1CCN(CC1)CC1=CC=C(C=C1)F